(S)-7-chloro-N-(5-(5-(2-hydroxypropyl)-1,2,4-oxadiazol-3-yl)-2-methylphenyl)imidazo[1,2-a]pyridine-3-carboxamide ClC1=CC=2N(C=C1)C(=CN2)C(=O)NC2=C(C=CC(=C2)C2=NOC(=N2)C[C@H](C)O)C